The molecule is a phosphosphingolipid that is phytosphingosine bearing a phospho group at position 1. It has a role as a Saccharomyces cerevisiae metabolite. It derives from a phytosphingosine. It is a conjugate acid of a phytosphingosine 1-phosphate(1-). CCCCCCCCCCCCCC[C@H]([C@H]([C@H](COP(=O)(O)O)N)O)O